2-(4-(1,3-dioxo-1H-xantheno[2,1,9-def]isoquinolin-2(3H)-yl)phenyl)acetic acid O=C1N(C(C2=C3C=4C(=CC=C13)C1=CC=CC=C1OC4C=C2)=O)C2=CC=C(C=C2)CC(=O)O